2-(4-((5-fluoro-4-(methyl(4-(trifluoromethyl)benzyl)amino)-7H-pyrrolo[2,3-d]pyrimidin-7-yl)methyl)-4-hydroxypiperidin-1-yl)acetamide FC1=CN(C=2N=CN=C(C21)N(CC2=CC=C(C=C2)C(F)(F)F)C)CC2(CCN(CC2)CC(=O)N)O